3-(5-fluorobenzofuran-3-yl)-4-(5-methyl-5H-[1,3]dioxolo[4,5-f]indole-7-yl)pyrrole-2,5-dione FC=1C=CC2=C(C(=CO2)C=2C(NC(C2C2=CN(C=3C=C4C(=CC23)OCO4)C)=O)=O)C1